C(#N)C(C[N+](CC#C)(C)C)=C 2-cyano-N,N-dimethyl-N-(prop-2-yn-1-yl)prop-2-en-1-aminium